CN(CCCOC1=CC=C(C(=N1)F)C1=CC=2C3=C(C=NC2C=C1F)N(C(N3C(C)C)=O)C)C 8-[6-[3-(Dimethylamino)propoxy]-2-fluoro-3-pyridyl]-7-fluoro-1-isopropyl-3-methylimidazo[4,5-c]chinolin-2-on